1-methyl-2-isocyanato-5-[(4-isocyanatocyclohexyl)methyl]-3-methylcyclohexane CC1C(C(CC(C1)CC1CCC(CC1)N=C=O)C)N=C=O